3-(t-butoxycarbonylmethylamino)acetoxymethyl-2-methylaminopyridine C(C)(C)(C)OC(=O)CNCC(=O)OCC=1C(=NC=CC1)NC